CC=1C=C2NC=C(C[C@H](N)C(=O)O)C2=CC1 6-methyl-tryptophan